(2-aminoethyl)-4-(2,5-dioxo-2,5-dihydro-1H-pyrrol-1-yl)cyclohexanecarboxamide NCCC1(CCC(CC1)N1C(C=CC1=O)=O)C(=O)N